FC1(CC12CC(C2)O)F 1,1-difluorospiro[2.3]hexan-5-ol